OC1=C(C(=O)C2=CC=CC=C2)C=C(C(=C1)OCCCCCCC)[N+](=O)[O-] 2-Hydroxy-4-heptyloxy-5-nitrobenzophenone